(S)-3-amino-5-methyl-7-(4-methyl-1H-pyrazol-1-yl)-2,3-dihydrobenzo[b][1,4]-oxazepin-4(5H)-one N[C@@H]1C(N(C2=C(OC1)C=CC(=C2)N2N=CC(=C2)C)C)=O